C(C)(C)(C)OP(=O)(OC(C)(C)C)CCCCCCCCCCCCCCCCCC(=O)O 18-(di-tert-butoxyphosphoryl)octadecanoic acid